2-(4-(6-((4-cyano-2-fluorobenzyl)oxy)pyridin-2-yl)-2,5-difluorobenzyl)-1-((3R,4R)-4-methoxy-1-(methoxycarbonyl)pyrrolidin-3-yl)-1H-benzo[d]imidazole-6-carboxylic acid C(#N)C1=CC(=C(COC2=CC=CC(=N2)C2=CC(=C(CC3=NC4=C(N3[C@@H]3CN(C[C@H]3OC)C(=O)OC)C=C(C=C4)C(=O)O)C=C2F)F)C=C1)F